triglycidyl-1,2-cyclohexanediglycidyl ether tert-butyl-(RS)-(1-(3-bromo-5-(hydroxymethyl)-1H-pyrazol-1-yl)propan-2-yl)carbamate C(C)(C)(C)N(C(O)=O)[C@@H](CN1N=C(C=C1CO)Br)C.C(C1CO1)C1C2(C(CCC1)(C1C(COCC3C2O3)O1)CC1CO1)CC1CO1 |r|